[N+](=[N-])=CC(CC[C@@H](C(=O)OCC(F)(F)F)NC([C@H](C)OC)=O)=O 2,2,2-trifluoroethyl (S)-6-diazo-2-((S)-2-methoxypropanamido)-5-oxohexanoate